CN([C@@H](CO[Si](C1=CC=CC=C1)(C1=CC=CC=C1)C(C)(C)C)C(=O)O)C([C@@H](NC(=O)C=1N=C(SC1)C1=C(C=C(C=C1)NC(=O)OC(C)(C)C)Cl)COC(C)=O)=O Methyl-N-(O-acetyl-N-(2-(4-((tert-butoxycarbonyl)amino)-2-chlorophenyl)thiazole-4-carbonyl)-L-seryl)-O-(tert-butyldiphenylsilyl)-L-serine